2-[3-Fluoro-6-[5-methyl-1-(4-piperidyl)triazol-4-yl]pyrazolo[1,5-a]pyridin-4-yl]oxy-1-(5-fluoro-2-pyridyl)ethanol HCl Cl.FC=1C=NN2C1C(=CC(=C2)C=2N=NN(C2C)C2CCNCC2)OCC(O)C2=NC=C(C=C2)F